(3S)-N-[1-(fluoromethyl)cyclopropyl]-1-{6-[2-(methoxymethoxy)-4-(6-methoxypyridazin-4-yl)phenyl]pyridazin-3-yl}pyrrolidin-3-amine FCC1(CC1)N[C@@H]1CN(CC1)C=1N=NC(=CC1)C1=C(C=C(C=C1)C1=CN=NC(=C1)OC)OCOC